5-Chloro-N-(7-(3,3-dimethylbutyl)-7-azaspiro[3.5]nonan-2-yl)-1'-ethyl-1-methyl-1H,1'H-[3,4'-bipyrazole]-4-carboxamide ClC1=C(C(=NN1C)C=1C=NN(C1)CC)C(=O)NC1CC2(C1)CCN(CC2)CCC(C)(C)C